F[P-](F)(F)(F)(F)F.[Cu+].C(C)#N (acetonitrile) copper (I) hexaFluorophosphate